NCCNCCCS(=O)(=O)[O-] N-(2-aminoethyl)-3-aminopropanesulfonate